17-(5-(2-(3-(2-(2,6-dioxopiperidin-3-yl)-1-oxoisoindolin-5-yl)ureido)propan-2-yl)-2-(pyridin-3-yl)phenoxy)-3,6,9,12,15-pentaoxaheptadecanoic acid O=C1NC(CCC1N1C(C2=CC=C(C=C2C1)NC(NC(C)(C)C=1C=CC(=C(OCCOCCOCCOCCOCCOCC(=O)O)C1)C=1C=NC=CC1)=O)=O)=O